N-cyclopentyl-N'-methyl-diethylenetriamine C1(CCCC1)NCCN(CCN)C